BrC=1C(=NC(=NC1)C)O[C@@H]1CN(CC1)CC(=O)NC=1C=CC=C2C(=CNC12)C1=NC(=NC=C1C)NC1=NN(C(=C1)C)C (S)-2-(3-((5-bromo-2-methylpyrimidin-4-yl)oxy)pyrrolidin-1-yl)-N-(3-(2-((1,5-dimethyl-1H-pyrazol-3-yl)amino)-5-methylpyrimidin-4-yl)-1H-indol-7-yl)acetamide